C1(CC1)OC=1C(=C(C=C(C1)OC)B1OC(C(O1)(C)C)(C)C)F 2-[3-(cyclopropyloxy)-2-fluoro-5-methoxyphenyl]-4,4,5,5-tetramethyl-1,3,2-dioxaborolane